The molecule is a tetrahydropyridine that is 1,2,3,6-tetrahydropyridine substituted by a methyl group at position 1 and a phenyl group at position 4. It has a role as a neurotoxin. It is a member of methylpyridines, a phenylpyridine and a tetrahydropyridine. CN1CCC(=CC1)C2=CC=CC=C2